4-[8-[(3R)-1-ethyl-3-piperidyl]-6,7-dihydro-5H-pyrido[2,3-c]pyridazin-3-yl]-3-methyl-5-(2-trimethylsilylethoxymethoxy)benzonitrile C(C)N1C[C@@H](CCC1)N1CCCC2=C1N=NC(=C2)C2=C(C=C(C#N)C=C2OCOCC[Si](C)(C)C)C